C(C)C1(COC1)COP([O-])[O-] mono[(3-ethyloxetan-3-yl)methyl]phosphite